CC1=C2C(=CN=C1)OCC=1C=C(C=CC12)[N+](=O)[O-] 1-methyl-8-nitro-6H-isochromeno[3,4-c]pyridine